C1(CC1)C1=CC(=NO1)C1=CC=C(C=C1)NC(C=C)=O N-(4-(5-cyclopropylisoxazol-3-yl)phenyl)acrylamide